bis-Boc-L-lysine C(=O)(OC(C)(C)C)N([C@@H](CCCCN)C(=O)O)C(=O)OC(C)(C)C